ClC1=C(C=CC=C1)[C@H]1CC[C@H](N1C(C1=CC=C(C=C1)C=1C(=NC=CC1)Cl)=O)C(=O)O (2S,5R)-5-(2-chlorophenyl)-1-(4-(2-chloropyridin-3-yl)benzoyl)pyrrolidine-2-carboxylic acid